C(C)(C)(C)OC([C@@H](CC1=CC(=CC=C1)CC=O)[C@@H]1CN(CC1)C(=O)OC(C)(C)C)=O tert-butyl (R)-3-((S)-1-(tert-butoxy)-1-oxo-3-(3-(2-oxoethyl)phenyl)propan-2-yl)pyrrolidine-1-carboxylate